2,6,10-dodecatrien-1-ol C(C=CCCC=CCCC=CC)O